2-((5-Chloroisoindolin-2-yl)methyl)-5-((1-(methylsulfonyl)piperidin-4-yl)methoxy)-4H-pyran-4-one ClC=1C=C2CN(CC2=CC1)CC=1OC=C(C(C1)=O)OCC1CCN(CC1)S(=O)(=O)C